4-((4-((2-Ethyl-4-(6-methylpyridin-2-yl)thiazol-5-yl)oxy)pyridin-2-yl)amino)picolinamide C(C)C=1SC(=C(N1)C1=NC(=CC=C1)C)OC1=CC(=NC=C1)NC1=CC(=NC=C1)C(=O)N